COC1=NC=NC=C1C(=O)NNC(=O)C1CN(CCC1)C1=NC2=CC=CC=C2N=C1 4-methoxy-N'-(1-(quinoxalin-2-yl)piperidine-3-carbonyl)pyrimidine-5-hydrazide